3,3-bisallyloxyethyl-1-hexanol C(C=C)OC(CC(O)CC)(CCC)OCC=C